6-Fluoro-2-(2'-Fluoro-1,1'-Biphenyl-4-Yl)-3-Methylquinoline FC=1C=C2C=C(C(=NC2=CC1)C1=CC=C(C=C1)C1=C(C=CC=C1)F)C